CN1C(C(=C(C=C1C)[O-])NC(N[C@@H](CC(=O)[O-])C=1C=C(C=CC1F)C1=C(C=CC=C1C)C)=O)=O.[Na+].[Na+] sodium (S)-3-(3-(1,6-dimethyl-4-oxido-2-oxo-1,2-dihydropyridin-3-yl)ureido)-3-(4-fluoro-2',6'-dimethylbiphenyl-3-yl)propanoate